2-(3,4,5-tris(dodecyloxy)benzyl)isoindoline-1,3-dione C(CCCCCCCCCCC)OC=1C=C(CN2C(C3=CC=CC=C3C2=O)=O)C=C(C1OCCCCCCCCCCCC)OCCCCCCCCCCCC